3-Oxiranyl-7-oxabicyclo[4.1.0]heptane O1C(C1)C1CC2OC2CC1